N[C@H](C=1OC2=C(N1)C=C(C=C2)[C@@H](COC)N2C(NCC(C2)(F)F)=O)C2CCC(CC2)F 1-((S)-1-(2-((S)-Amino((1r,4S)-4-fluorocyclohexyl)methyl)benzo[d]-oxazol-5-yl)-2-methoxyethyl)-5,5-difluorotetrahydropyrimidin-2(1H)-one